N-((5-chloro-6-((isoxazol-3-ylmethyl)thio)-1H-indol-2-yl)methyl)-1-methylcyclopropanecarboxamide ClC=1C=C2C=C(NC2=CC1SCC1=NOC=C1)CNC(=O)C1(CC1)C